tert-butyl 2-(3-chloro-5-(pyrimidin-2-yl)phenyl)-2-((methylsulfonyl)oxy)acetate ClC=1C=C(C=C(C1)C1=NC=CC=N1)C(C(=O)OC(C)(C)C)OS(=O)(=O)C